1-[trans-4-cyanooxan-3-yl]-3-{[2-hydroxy-3-(2-hydroxyethyl)-2H-1,2-benzoxaborinin-6-yl]amino}-1H-pyrazole-4-carboxamide C(#N)[C@H]1[C@@H](COCC1)N1N=C(C(=C1)C(=O)N)NC=1C=CC2=C(C=C(B(O2)O)CCO)C1